N1,N4-bis(2-(piperidin-4-yl)ethyl)terephthalamide N1CCC(CC1)CCNC(C1=CC=C(C(=O)NCCC2CCNCC2)C=C1)=O